O[C@H]1[C@H](O[C@@]2([C@H](CCO2)C2=C(OC3=C2C=CC=C3)C(=O)N)[C@@H]([C@H]1N1N=NC(=C1)C1=CC(=C(C(=C1)F)F)F)O)CO ((4r,5s,7r,8r,9s,10r)-8,10-dihydroxy-7-(hydroxymethyl)-9-(4-(3,4,5-trifluorophenyl)-1H-1,2,3-triazol-1-yl)-1,6-dioxaspiro[4.5]dec-4-yl)benzofuran-2-carboxamide